15,16-dihydrobiliverdin CC1=C(C(=O)N[C@@H]1CC2=C(C(=C(N2)C=C3C(=C(C(=CC4=NC(=O)C(=C4C=C)C)N3)C)CCC(=O)O)CCC(=O)O)C)C=C